((3aS,4R,6S,6aS)-6-(4-aminopyrrolo[2,1-f][1,2,4]triazin-7-yl)-4-cyano-2,2-dimethyltetrahydrofuro[3,4-d][1,3]dioxol-4-yl)methyl cyclobutyl carbonate C(OC[C@]1(O[C@H]([C@@H]2OC(O[C@@H]21)(C)C)C2=CC=C1C(=NC=NN12)N)C#N)(OC1CCC1)=O